FC(C=1C(=C(C=CC1)[C@@H](C)NC1=NN(C(C=2C1=CN(C(C2)=O)[C@@H]2CC21CCC(CC1)(F)F)=O)C)F)F 4-(((R)-1-(3-(difluoromethyl)-2-fluorophenyl)ethyl)amino)-6-((R)-6,6-difluorospiro[2.5]octan-1-yl)-2-methyl-2,6-dihydropyrido[3,4-d]pyridazine-1,7-dione